NC1=C(OCCCCCCOC2=C(C=CC=C2)N)C=CC=C1 1,6-di(2-aminophenoxy)hexane